N,N'-(2-oxobicyclo[2.2.2]octane-1,4-diyl)bis[2-(4-chloro-3-fluorophenoxy)acetamide] O=C1C2(CCC(C1)(CC2)NC(COC2=CC(=C(C=C2)Cl)F)=O)NC(COC2=CC(=C(C=C2)Cl)F)=O